C(C)(C)(C)OC(=O)N1C[C@H]2N(CC1)C([C@H](C2)CC#C)=O (7S,8aS)-6-oxo-7-(prop-2-yn-1-yl)-octahydropyrrolo[1,2-a]pyrazine-2-carboxylic acid tert-butyl ester